CNC=1CCCC1 (2S)-2-methylamino-2-cyclopentaneN